di-tert-butyl 2,2'-((((1,2,4,5-tetrazine-3,6-diyl)bis(4,1-phenylene)) bis(methylene))bis((2-hydroxyethyl)azanediyl))diacetate N1=NC(=NN=C1C1=CC=C(C=C1)CN(CCO)CC(=O)OC(C)(C)C)C1=CC=C(C=C1)CN(CCO)CC(=O)OC(C)(C)C